vinyl-formamide C(=C)NC=O